(S)-3-(1-aminoethyl)-8-((6,7-dihydro-5H-pyrrolo[1,2-b][1,2,4]triazole-2-yl)ethynyl)-2-phenylisoquinolin-1(2H)-one N[C@@H](C)C=1N(C(C2=C(C=CC=C2C1)C#CC=1N=C2N(N1)CCC2)=O)C2=CC=CC=C2